Cl.Cl.NCC1=C(N)C=C(C=C1)Cl 2-(aminomethyl)-5-chloroaniline dihydrochloride